N-(4-(3-(4-hydroxyphenyl)isoxazol-5-yl)phenyl)acetamide OC1=CC=C(C=C1)C1=NOC(=C1)C1=CC=C(C=C1)NC(C)=O